O=C1C=2N(C3C(CCCN1C3)=O)C=C(C(C2)=O)C(=O)N 1,6,11-trioxo-1,4,5,6,7,11-hexahydro-3H-2,7-methanopyrido[1,2-a][1,4]diazonine-10-carboxamide